copper-rhodium [Rh].[Cu]